2-fluoro-N-[2-(2-methylthiazol-5-yl)thieno[3,2-c]pyridin-4-yl]-N-[(3R)-3-piperidyl]-4-(triazolo[4,5-b]pyridin-3-yl)benzamide FC1=C(C(=O)N([C@H]2CNCCC2)C2=NC=CC3=C2C=C(S3)C3=CN=C(S3)C)C=CC(=C1)N1N=NC=3C1=NC=CC3